ClC1=CC(=CC2=CC=CC=C12)Cl 1,3-dichloronaphthalene